tert-Butyl (2R,4S)-2-formyl-4-(pyridin-2-yloxy)pyrrolidine-1-carboxylate C(=O)[C@@H]1N(C[C@H](C1)OC1=NC=CC=C1)C(=O)OC(C)(C)C